4-(4-(7-oxo-5,6,7,8-tetrahydro-1,8-naphthyridin-3-yl)phenyl)-N-(pyridin-3-yl)butanamide O=C1CCC=2C=C(C=NC2N1)C1=CC=C(C=C1)CCCC(=O)NC=1C=NC=CC1